O1C=NC2=C1C=CC(=C2)C(=O)N2CC=1C(CC2)=C(N(N1)C)C1=CC=CC=C1 benzo[d]oxazol-5-yl-(2-methyl-3-phenyl-2,4,5,7-tetrahydro-6H-pyrazolo[3,4-c]pyridin-6-yl)methanone